BrC1=CC(=C(S1)NC(OC(C)(C)C)=O)C(NCC=O)=O tert-butyl (5-bromo-3-((2-oxoethyl)carbamoyl)thiophen-2-yl)carbamate